C(C)(C)(C)C1=CC=C(C=C1)C=1N=C2N(C=CC=C2)C1CN1CCN(CC1)C(=O)C1=NC(=CC=C1)OC (4-{[2-(4-tert-butylphenyl)imidazo[1,2-a]pyridin-3-yl]methyl}piperazin-1-yl)(6-methoxypyridin-2-yl)methanone